7-benzyl 5-(tert-butyl) (R or S)-2-(4-cyclopropyl-2-iodophenyl)-3,4,5a,6,8,9-hexahydro-2H-1,2,5,7-tetraazabenzo[cd]azulene-5,7-dicarboxylate C1(CC1)C1=CC(=C(C=C1)N1N=C2CCN(C[C@H]3C2=C1CCN3C(=O)OC(C)(C)C)C(=O)OCC3=CC=CC=C3)I |o1:16|